(R)-5-bromo-N-(1-(2,4-dichlorophenyl)ethyl)-4-methyl-2-nitroaniline BrC=1C(=CC(=C(N[C@H](C)C2=C(C=C(C=C2)Cl)Cl)C1)[N+](=O)[O-])C